CS(=O)CN1N=CC2=CC=CC=C12 ((methylsulfinyl)methyl)-1H-indazol